butanediaminium iodine [I+].C(CCC)([NH3+])[NH3+]